NC1=CC(=NC=N1)NC=1C=C(C=2N(C1)C1(NC2)CC(CCC1)C)C 6'-((6-Aminopyrimidin-4-yl)amino)-3,8'-dimethyl-2'H-spiro[cyclohexane-1,3'-imidazo[1,5-a]pyridin]